OC/C(=C/CC[C@H](C)C1=C(C=C(C=C1)CO)O)/C 2-[(1S,4E)-6-Hydroxy-1,5-dimethylhex-4-enyl]-5-(hydroxymethyl)phenol